4-[2-(N-[3,3-difluorocyclohexyl]anilino)-2-oxo-ethyl]-1-(4-isopropylbenzoyl)piperidine-4-carboxylic acid FC1(CC(CCC1)N(C1=CC=CC=C1)C(CC1(CCN(CC1)C(C1=CC=C(C=C1)C(C)C)=O)C(=O)O)=O)F